2,6-dimethyl-4-phenoxyaniline CC1=C(N)C(=CC(=C1)OC1=CC=CC=C1)C